S(=O)(=O)(OC1=C(C(=CC(=C1)C1=CC=C2C(=CC=NC2=C1)C)F)C(C)C)O 3-fluoro-2-isopropyl-5-(4-methylquinolin-7-yl)phenyl hydrogen sulfate